5-bromo(cyclopropylmethyl)-1,3-benzoxazol-2(3H)-one BrC=1C=CC2=C(N(C(O2)=O)CC2CC2)C1